C(C)(C)C1=C(NC2=CC=C(C=C12)C1CCNCC1)C1=CC(=NC=C1C)N 4-(3-isopropyl-5-(piperidin-4-yl)-1H-indol-2-yl)-5-methylpyridin-2-amine